FC(CCN1N=NC2=C1C=C(C=C2)C=2C=CN1N=C(N=C(C12)OC)N[C@H]1[C@H](CN(CC1)C)F)F 5-(1-(3,3-difluoropropyl)-1H-benzo[d][1,2,3]triazol-6-yl)-N-((3S,4R)-3-fluoro-1-methylpiperidin-4-yl)-4-methoxypyrrolo[2,1-f][1,2,4]triazin-2-amine